C(C)(C)(C)OC(=O)NC(C[B-](F)(F)F)COC (2-((tert-butoxycarbonyl)amino)-3-methoxypropyl)trifluoroborate